ClC1=C(C=C(N=N1)N[C@H]1CN(CCC1)CCN1C[C@@H](CC1)O)C (R)-1-(2-((R)-3-((6-chloro-5-methylpyridazin-3-yl)amino)piperidin-1-yl)ethyl)pyrrolidin-3-ol